rac-ethyl-(2s,4s,5s)-4-cyano-5-(2,2-difluorobenzo[d][1,3]dioxol-5-yl)-4-methylpyrrolidine-2-carboxylate C(C)OC(=O)[C@H]1N[C@H]([C@@](C1)(C)C#N)C1=CC2=C(OC(O2)(F)F)C=C1 |r|